rac-methyl (1R,3R)-3-hydroxycyclopentane-1-carboxylate O[C@H]1C[C@@H](CC1)C(=O)OC |r|